tris-(2-methoxy-phenyl)phosphine COC1=C(C=CC=C1)P(C1=C(C=CC=C1)OC)C1=C(C=CC=C1)OC